2-(5-methyl-3-{[(3R)-1-methylpiperidin-3-yl]amino}-1,2,4-triazin-6-yl)-5-(propan-2-yl)phenol CC=1N=C(N=NC1C1=C(C=C(C=C1)C(C)C)O)N[C@H]1CN(CCC1)C